(R)-methyl 4-(((R)-1-(3-(1,1-difluoro-2-hydroxy-2-methylpropyl)-2-fluorophenyl) ethyl) amino)-2,6,8-trimethyl-7-oxo-7,8-dihydro-6H-pyrrolo[2,3-g]quinazoline-8-carboxylate FC(C(C)(C)O)(F)C=1C(=C(C=CC1)[C@@H](C)NC1=NC(=NC2=CC3=C(C=C12)N(C([C@@]3(C(=O)OC)C)=O)C)C)F